C(N)(=O)C1=C(C2=C([Se]1)C=CC(=C2)OC(F)(F)F)C2=CC=CC(=N2)[C@H]2[C@@H](C2)C(=O)OCC |r| trans-(rac)-ethyl 2-(6-(2-carbamoyl-5-(trifluoromethoxy)benzo[b]selenophen-3-yl)pyridin-2-yl)cyclopropane-1-carboxylate